SCCC(CC(=O)OCC(COC(CC(C)CCS)=O)(COC(CC(C)CCS)=O)CO)C pentaerythritol tris(3-mercaptoethylbutyrate)